2-(3-{[5-methoxy-1-(propan-2-yl)-1H-pyrazol-4-yl]amino}-1-methyl-1H-indazol-6-yl)propan-2-ol COC1=C(C=NN1C(C)C)NC1=NN(C2=CC(=CC=C12)C(C)(C)O)C